COC1=CC=C(CN2CC3(CC2(C)C)CCNCC3)C=C1 2-(4-methoxybenzyl)-3,3-dimethyl-2,8-diazaspiro[4.5]decane